2-[2-(morpholin-4-yl)acetamido]Benzamide N1(CCOCC1)CC(=O)NC1=C(C(=O)N)C=CC=C1